2-(2,6-dioxopiperidin-3-yl)-5-(2-(4-((1-(5-(5-methyl-5H-pyrido[4,3-b]indol-7-yl)pyridin-2-yl)azetidin-3-yl)oxy)piperidin-1-yl)ethoxy)isoindoline-1,3-dione O=C1NC(CCC1N1C(C2=CC=C(C=C2C1=O)OCCN1CCC(CC1)OC1CN(C1)C1=NC=C(C=C1)C=1C=CC=2C3=C(N(C2C1)C)C=CN=C3)=O)=O